diethyl 2,3-dineopentylsuccinate C(C(C)(C)C)C(C(=O)OCC)C(C(=O)OCC)CC(C)(C)C